2-((2S,5R)-2,5-dimethylmorpholino)-N-((2-(trifluoromethyl)pyridin-3-yl)methyl)pyrido[2,3-d]pyrimidin-4-amine C[C@@H]1OC[C@H](N(C1)C=1N=C(C2=C(N1)N=CC=C2)NCC=2C(=NC=CC2)C(F)(F)F)C